2,4-dicyclohexyl-2-methylpentane C1(CCCCC1)C(C)(CC(C)C1CCCCC1)C